4-[5-(2-amino-2-methylpropyl)pyrimidin-2-yl]-3-(2-methyl-6-morpholin-4-ylpyridin-4-yl)oxybenzonitrile NC(CC=1C=NC(=NC1)C1=C(C=C(C#N)C=C1)OC1=CC(=NC(=C1)N1CCOCC1)C)(C)C